(3-hydroxy-6-(4-ethoxyphenyl)pyrazine-2-carbonyl)glycine OC=1C(=NC(=CN1)C1=CC=C(C=C1)OCC)C(=O)NCC(=O)O